NC=1C=NN(C1)C1CCC(CC1)C(=O)O 4-[4-amino-1H-pyrazol-1-yl]cyclohexane-1-carboxylic acid